O1C2=C(OCC1)C=C(C=C2)C=O 2,3-Dihydrobenzo[b][1,4]dioxin-6-carbaldehyde